C1(=CC=C(C=C1)N1CCOCC1)C1=CC=CC=C1 4-(1,1'-biphenyl-4-yl)morpholine